Ethylfumarate C(C)/C(/C(=O)[O-])=C\C(=O)[O-]